1,3,4-thiadiazolamide S1C(=NN=C1)C(=O)N